(1S,2S)-2-(5-benzothiophenyl)cyclopentan-1-ol S1C=CC2=C1C=CC(=C2)[C@H]2[C@H](CCC2)O